(5-fluoro-2-methoxy-3-(pyrazine-2-yl)phenyl)carbamic acid tert-butyl ester C(C)(C)(C)OC(NC1=C(C(=CC(=C1)F)C1=NC=CN=C1)OC)=O